FC1=CC=C(S1)CC[C@@]1(CN(CC1)C(C)(C)C=1C=NC(=CC1)C)[C@@H](C)NC([O-])=O |o1:8| (R)-1-((R or S)-3-(2-(5-fluoro-thiophen-2-yl)ethyl)-1-(2-(6-methylpyridin-3-yl)propan-2-yl)pyrrolidin-3-yl)ethylcarbamate